Methyl 6-(cis-4-aminocyclohexyl)-4-(2-chloro-4-fluorophenyl)-2-(thiazol-2-yl)-1,4-dihydro-pyrimidine-5-carboxylate Trifluoroacetic Acid Salt FC(C(=O)O)(F)F.N[C@H]1CC[C@H](CC1)C1=C(C(N=C(N1)C=1SC=CN1)C1=C(C=C(C=C1)F)Cl)C(=O)OC